O=C1NC(CCC1N1C(C2=CC=C(C=C2C1)CN(C1CCN(CC1)C=1C(=CC2=C(C(C=3NC4=CC(=CC=C4C3C2=O)C#N)(C)C)C1)CC)C)=O)=O 8-(4-(((2-(2,6-dioxopiperidin-3-yl)-1-oxoisoindolin-5-yl)methyl)(methyl)Amino)piperidin-1-yl)-9-ethyl-6,6-dimethyl-11-oxo-6,11-dihydro-5H-benzo[b]carbazole-3-carbonitrile